(Z)-1-(2-fluoro-4-(1-(4-((trifluoromethyl)thio)phenyl)-1H-1,2,4-triazol-3-yl)phenyl)-3-(3-(2-(1-methoxyethyl)-5-methylphenyl)-4-oxothiazolidin-2-ylidene)urea FC1=C(C=CC(=C1)C1=NN(C=N1)C1=CC=C(C=C1)SC(F)(F)F)NC(=O)\N=C\1/SCC(N1C1=C(C=CC(=C1)C)C(C)OC)=O